(S)-2-Chloro-4-(8-(4-(2-(4-(4-(2,4-dioxotetrahydropyrimidin-1(2H)-yl)phenyl)piperazine-1-yl)-7-azaspiro[3.5]nonane-7-carbonyl)phenyl)-3-methyl-2,8-diazaspiro[4.5]dec-2-yl)benzonitrile ClC1=C(C#N)C=CC(=C1)N1CC2(C[C@@H]1C)CCN(CC2)C2=CC=C(C=C2)C(=O)N2CCC1(CC(C1)N1CCN(CC1)C1=CC=C(C=C1)N1C(NC(CC1)=O)=O)CC2